[Zn].[Cu].[Pd] Palladium-copper-zinc